FC1=NC=CC=C1N[C@@H]1CN(CC1)CCCF fluoro-N-((S)-1-(3-fluoropropyl)pyrrolidin-3-yl)pyridin-3-amine